(R)-2,4-dimethyl-N-(2-methyl-4-(N-(1-(piperidin-4-yl)ethyl)sulfamoyl)phenyl)benzamide CC1=C(C(=O)NC2=C(C=C(C=C2)S(N[C@H](C)C2CCNCC2)(=O)=O)C)C=CC(=C1)C